2-(2,6-dioxopiperidin-3-yl)-5-(3,9-diazaspiro[5.5]undec-3-yl)isoindoline-1,3-dione O=C1NC(CCC1N1C(C2=CC=C(C=C2C1=O)N1CCC2(CC1)CCNCC2)=O)=O